(S)-4-(4-(2-(hydroxymethyl)piperidine-1-carbonyl)-2-methoxy-5-nitrophenoxy)butanoic acid OC[C@H]1N(CCCC1)C(=O)C1=CC(=C(OCCCC(=O)O)C=C1[N+](=O)[O-])OC